Ethyl 5-(N-(3-(1-((1s,3s)-adamantan-1-ylmethyl)-5-methyl-1H-pyrazol-4-yl)-6-((6-(benzo[d]thiazol-2-ylamino)-5-methylpyridazin-3-yl)(methyl)amino)picolinoyl)sulfamoyl)pentanoate C12(CC3CC(CC(C1)C3)C2)CN2N=CC(=C2C)C=2C(=NC(=CC2)N(C)C=2N=NC(=C(C2)C)NC=2SC3=C(N2)C=CC=C3)C(=O)NS(=O)(=O)CCCCC(=O)OCC